(S)-5-((1-Methoxy-3-(3-oxo-3-(4-(5-(trifluoromethyl)thiazol-2-yl)piperazin-1-yl)propoxy)propan-2-yl)amino)-4-(trifluoromethyl)pyridazin-3(2H)-one COC[C@@H](COCCC(N1CCN(CC1)C=1SC(=CN1)C(F)(F)F)=O)NC1=C(C(NN=C1)=O)C(F)(F)F